5-((Benzyloxy)methyl)-2-(1-chloro-4-fluoro-3-methoxy-8-((1,1,1-trifluoropropan-2-yl)oxy)-3,4-dihydroisoquinolin-6-yl)-4-ethyl-2,4-dihydro-3H-1,2,4-triazol-3-one C(C1=CC=CC=C1)OCC=1N(C(N(N1)C=1C=C2C(C(N=C(C2=C(C1)OC(C(F)(F)F)C)Cl)OC)F)=O)CC